FC=1C(=CC=2C3=C(C=NC2C1)N(C(C31CC(C1)N1CCCC1)=O)C)C=1C=C(C(=NC1)OCCNC(C)C)NS(=O)(=O)C N-(5-(7'-Fluoro-3'-methyl-2'-oxo-3-(pyrrolidin-1-yl)-2',3'-dihydrospiro[cyclobutane-1,1'-pyrrolo[2,3-c]quinolin]-8'-yl)-2-(2-(isopropylamino)ethoxy)pyridin-3-yl)methanesulfonamide